2-(((2R,3S,4R,5R)-5-(2-chloro-6-(methylamino)-9H-purin-9-yl)-3-ethynyl-3,4-dihydroxytetrahydrofuran-2-yl)-methoxy)-2-(4-(2-oxo-1,2-dihydropyridin-3-yl)benzyl)malonic acid ClC1=NC(=C2N=CN(C2=N1)[C@H]1[C@@H]([C@@]([C@H](O1)COC(C(=O)O)(C(=O)O)CC1=CC=C(C=C1)C=1C(NC=CC1)=O)(O)C#C)O)NC